2-((1-(6-chloro-2-(2,3-dihydro-1H-inden-2-yl)-1-oxoisoindolin-4-yl)ethyl)amino)benzoic acid ClC1=CC(=C2CN(C(C2=C1)=O)C1CC2=CC=CC=C2C1)C(C)NC1=C(C(=O)O)C=CC=C1